OC1=C(C(N(C=C1)C)=O)NC(N[C@@H](CC(=O)O)C=1SC=C(C1)C1=CC(=CC=C1)OC)=O (S)-3-(3-(4-hydroxy-1-methyl-2-oxo-1,2-dihydropyridin-3-yl)ureido)-3-(4-(3-methoxyphenyl)thiophen-2-yl)propionic acid